CC1OCC(OC1)C(CBr)Br 2-methyl-5-(1,2-dibromoethyl)-1,4-dioxane